benzotriazole-1-yl-oxytriazolylphosphonium phosphate P(=O)([O-])([O-])[O-].N1(N=NC2=C1C=CC=C2)O[PH2+]C=2N=NNC2.N2(N=NC1=C2C=CC=C1)O[PH2+]C=1N=NNC1.N1(N=NC2=C1C=CC=C2)O[PH2+]C=2N=NNC2